trans-4-(4-{[2-(4-chlorophenyl)-4,4-dimethylcyclohex-1-en-1-yl]methyl}piperazin-1-yl)-2-(1H-indol-5-yloxy)-N-({4-[(4-morpholin-4-ylcyclohexyl)amino]-3-nitrophenyl}sulfonyl)benzamide ClC1=CC=C(C=C1)C1=C(CCC(C1)(C)C)CN1CCN(CC1)C1=CC(=C(C(=O)NS(=O)(=O)C2=CC(=C(C=C2)N[C@@H]2CC[C@H](CC2)N2CCOCC2)[N+](=O)[O-])C=C1)OC=1C=C2C=CNC2=CC1